2-[3,5-dichloro-4-[[6-oxo-1-((tetrahydropyran-4-yl)methyl)-1,6-dihydropyridin-3-yl]oxy]phenyl]-3,5-dioxo-1,2,4-triazine-6-carbonitrile ClC=1C=C(C=C(C1OC1=CN(C(C=C1)=O)CC1CCOCC1)Cl)N1N=C(C(NC1=O)=O)C#N